O=C1NC(CCC1N1C(N(C2=C1C=CC(=C2)N2CC(C2)CC2CCN(CC2)C(=O)OC)C)=O)=O methyl 4-((1-(1-(2,6-dioxopiperidin-3-yl)-3-methyl-2-oxo-2,3-dihydro-1H-benzo[d]imidazol-5-yl)azetidin-3-yl)methyl)piperidine-1-carboxylate